ClC1=C(C=C(N=N1)N(C=1SC=C(N1)C(=O)OCC)CCCOC)C ethyl 2-[(6-chloro-5-methylpyridazin-3-yl)(3-methoxypropyl)amino]-1,3-thiazole-4-carboxylate